(4-((3'-Amino-2,2'-dimethyl-[1,1'-biphenyl]-3-yl)methoxy)-5-chloro-2-((5-cyanopyridin-3-yl)methoxy)benzyl)-D-serine NC=1C(=C(C=CC1)C1=C(C(=CC=C1)COC1=CC(=C(CN[C@H](CO)C(=O)O)C=C1Cl)OCC=1C=NC=C(C1)C#N)C)C